N1(CCC1)CCOC1=NC2=C(C(=CC=C2C(=N1)N1C[C@H]2CC[C@@H](C1)N2)C2=CC(=CC1=CC=CC=C21)O)F 4-(2-(2-(azetidin-1-yl)ethoxy)-4-((1R,5S)-3,8-diazabicyclo[3.2.1]octan-3-yl)-8-fluoroquinazolin-7-yl)naphthalen-2-ol